3-(3-(4-((bis(4-methoxyphenyl)(phenyl)methoxy)methyl)-3-hydroxy-4-methylpiperidin-1-yl)-3-oxopropoxy)propanoic acid COC1=CC=C(C=C1)C(OCC1(C(CN(CC1)C(CCOCCC(=O)O)=O)O)C)(C1=CC=CC=C1)C1=CC=C(C=C1)OC